3-amino-4-fluoro-6-(1-iminoethyl)-2-nitrophenol NC=1C(=C(C(=CC1F)C(C)=N)O)[N+](=O)[O-]